N[C@@H](C(=O)N[C@H](C(=O)NCC1=C(C=C(C=C1)C(=N)NC(OCC1=CC=CC=C1)=O)OC)C)CCC1=CC=CC=C1 Benzyl ((4-(((S)-2-((R)-2-amino-4-phenylbutanamido)propanamido)methyl)-3-methoxyphenyl)(imino)methyl)carbamate